3,3'-dimercaptobenzidine (4-(trifluoromethyl)phenyl)-1H-pyrazole-3-carboxylate FC(C1=CC=C(C=C1)OC(=O)C1=NNC=C1)(F)F.SC=1C=C(C=CC1N)C1=CC(=C(N)C=C1)S